2-methyl-1H-indole-4-carboxamide hydrochloride Cl.CC=1NC=2C=CC=C(C2C1)C(=O)N